2-[(3S,4S)-4-amino-3-methyl-2-oxa-8-azaspiro[4.5]decan-8-yl]-5-(4-chloro-2-ethyl-2H-indazol-5-yl)-3-methyl-7-{[2-(trimethylsilyl)ethoxy]methyl}-3H,4H,7H-pyrrolo[2,3-d]pyrimidin-4-one N[C@@H]1[C@@H](OCC12CCN(CC2)C=2N(C(C1=C(N2)N(C=C1C1=C(C2=CN(N=C2C=C1)CC)Cl)COCC[Si](C)(C)C)=O)C)C